2-(3-{5-chloro-2-[(oxacyclohex-4-yl)amino]pyrimidin-4-yl}-5-oxo-5H,6H,7H-pyrrolo[3,4-b]pyridin-6-yl)acetic acid ClC=1C(=NC(=NC1)NC1CCOCC1)C=1C=C2C(=NC1)CN(C2=O)CC(=O)O